hydroxy-N-(2-(4-methylpiperazin-1-yl)ethyl)-6-oxo-6H-benzo[c]chromene-8-carboxamide OC1=C2C3=C(C(OC2=CC=C1)=O)C=C(C=C3)C(=O)NCCN3CCN(CC3)C